CC=1C=C(C=C(C1O)C)C(C)(CCC1=CC(=C(C(=C1)C)O)C)C 2,4-Bis-(3,5-dimethyl-4-hydroxyphenyl)-2-methylbutan